N-(1-(4-(2-(2-aminopyridin-3-yl)-5-phenyl-3H-imidazo[4,5-b]pyridin-3-yl)phenyl)-2-hydroxyethyl)-2-(2-fluoro-4-formyl-3-hydroxyphenyl)acetamide NC1=NC=CC=C1C1=NC=2C(=NC(=CC2)C2=CC=CC=C2)N1C1=CC=C(C=C1)C(CO)NC(CC1=C(C(=C(C=C1)C=O)O)F)=O